Cl.CN1CCC(CC1)OC=1C=C2CCNCC2=C(C1)N[C@H]1COCC1 (R)-6-((1-methylpiperidin-4-yl)oxy)-N-(tetrahydrofuran-3-yl)-1,2,3,4-tetrahydroisoquinolin-8-amine hydrochloride